8-bromo-6-chloropyrido[3,4-d]pyrimidin-4(3H)-one BrC1=NC(=CC2=C1N=CNC2=O)Cl